OCCCN1C(NCC1)=O 1-(3-hydroxypropyl)-2-imidazolidinone